1'-(azetidin-3-ylmethyl)-2-ethyl-2'-methyl-spiro[6,7-dihydrothieno[3,2-c]pyran-4,4'-piperidine] N1CC(C1)CN1C(CC2(CC1)OCCC1=C2C=C(S1)CC)C